(rac)-(7-bromo-1H-benzo[d]imidazol-4-yl)(2-(4-isopropylphenyl)-3,4,6,7,8,9-hexahydro-1,2a,5,7-tetraazabenzo[cd]azulen-5(5aH)-yl)methanone BrC1=CC=C(C2=C1NC=N2)C(=O)N2CCN1C(=NC=3CCNC[C@@H]2C13)C1=CC=C(C=C1)C(C)C |r|